N-(4-fluoro-3-methylphenyl)-1,2,4-trimethyl-5-(2-((2-morpholinopyridin-3-yl)amino)-2-oxoacetyl)-1H-pyrrole-3-carboxamide FC1=C(C=C(C=C1)NC(=O)C1=C(N(C(=C1C)C(C(=O)NC=1C(=NC=CC1)N1CCOCC1)=O)C)C)C